6-bromo-N,1-dimethyl-4-nitro-1H-indazol-3-amine BrC1=CC(=C2C(=NN(C2=C1)C)NC)[N+](=O)[O-]